5-{4-[4-(5-cyclopropyl-3-methylpyridin-2-yl)piperazine-1-carbonyl]-2-fluorophenyl}-5-methylimidazolidine-2,4-dione C1(CC1)C=1C=C(C(=NC1)N1CCN(CC1)C(=O)C1=CC(=C(C=C1)C1(C(NC(N1)=O)=O)C)F)C